C(C)(C)(C)N1N=C(C(=C1C)O)C1=CC(=CC=C1)S(=O)(=O)C(C)(C)C 1-(tert-butyl)-3-(3-(tert-butylsulfonyl)phenyl)-5-methyl-pyrazol-4-ol